C(C1=CC=CC=C1)N1C2=C(SCC1)C=CC(=C2)NC(OC(C)(C)C)=O tert-Butyl (4-benzyl-3,4-dihydro-2H-benzo[b][1,4]thiazin-6-yl)carbamate